3-amino-N-[(3R)-7-[(3R,4R)-3-amino-4-methoxypiperidin-1-yl]-3,4-dihydro-2H-1-benzopyran-3-yl]-6-methylthieno[2,3-b]pyridine-2-carboxamide NC1=C(SC2=NC(=CC=C21)C)C(=O)N[C@H]2COC1=C(C2)C=CC(=C1)N1C[C@H]([C@@H](CC1)OC)N